5-Hydroxy-1H-indol-3-yl β-D-glucopyranoside O([C@H]1[C@H](O)[C@@H](O)[C@H](O)[C@H](O1)CO)C1=CNC2=CC=C(C=C12)O